OC(C)C=1C(=NC(=CC1)N1C=NC2=C1C=CC(=C2)NC=2N=NC(=CC2)C)N2N=CC(=C2C)C#N 1-[3-(1-hydroxyethyl)-6-[5-[(6-methylpyridazin-3-yl)amino]benzimidazol-1-yl]-2-pyridyl]-5-methyl-pyrazole-4-carbonitrile